(2-Ethylhexyl) Trimellitate C(C=1C(C(=O)[O-])=CC(C(=O)[O-])=CC1)(=O)OCC(CCCC)CC